4-cyclopropoxy-N-(3,5-difluoro-4-{[6-methoxy-7-(2-methoxyethoxy)quinolin-4-yl]oxy}phenyl)pyridine-3-carboxamide C1(CC1)OC1=C(C=NC=C1)C(=O)NC1=CC(=C(C(=C1)F)OC1=CC=NC2=CC(=C(C=C12)OC)OCCOC)F